fluoro-4-[[4-methyl-5-(4-methylcyclohexyloxy)-3-pyridinyl]methyl]-N-(methylsulfamoylsulfonyl)pyridin-2-amine FC=1C(=NC=CC1CC=1C=NC=C(C1C)OC1CCC(CC1)C)NS(=O)(=O)S(NC)(=O)=O